NC=1N=CN(C(C1C(=O)NC1=CC(=CC=C1)[C@H]1NCCC1)=O)C1=C(C=C(C=C1Cl)OC(F)F)Cl (S)-4-amino-1-(2,6-dichloro-4-(difluoromethoxy)phenyl)-6-oxo-N-(3-(pyrrolidin-2-yl)phenyl)-1,6-dihydropyrimidine-5-carboxamide